S(C)(=O)(=O)O.N(=[N+]=[N-])CCNCCN=[N+]=[N-] bis(2-azidoethyl)amine mesylate salt